ClC1=NC(=NC(=N1)Cl)C1=C(C=C(C=C1)C)C 2,4-dichloro-6-(2,4-dimethylphenyl)-1,3,5-triazine